6-{[(1R)-1-(4-chlorophenyl)-7-fluoro-5-(2-hydroxypropan-2-yl)-1-methoxy-3-oxo-2,3-dihydro-1H-isoindol-2-yl]methyl}pyridine-3-carbonitrile ClC1=CC=C(C=C1)[C@@]1(N(C(C2=CC(=CC(=C12)F)C(C)(C)O)=O)CC1=CC=C(C=N1)C#N)OC